(S)-4-cyclopropyl-6-((3-fluoropyrrolidin-1-yl)methyl)-2-(3-(3-((4-methyl-4H-1,2,4-triazol-3-yl)methyl)oxetan-3-yl)phenyl)isoindolin-1-one C1(CC1)C1=C2CN(C(C2=CC(=C1)CN1C[C@H](CC1)F)=O)C1=CC(=CC=C1)C1(COC1)CC1=NN=CN1C